trifluoroacetic acid perchlorate Cl(=O)(=O)(=O)O.FC(C(=O)O)(F)F